N4-(2,2'-bipyridin-3-yl)-N2-(3-methoxy-4-(tetrahydro-2H-pyran-4-yl)phenyl)pyrimidine-2,4-diamine N1=C(C(=CC=C1)NC1=NC(=NC=C1)NC1=CC(=C(C=C1)C1CCOCC1)OC)C1=NC=CC=C1